2-[3-[3-(3-chlorophenyl)-1,2,4-oxadiazol-5-yl]-6-oxopyridazin-1-yl]-N-ethylacetamide ClC=1C=C(C=CC1)C1=NOC(=N1)C1=NN(C(C=C1)=O)CC(=O)NCC